OCC1(C[C@H](N(C1)C(=O)OC(C)(C)C)C(=O)OCC)C(=O)OCC 1-(t-butyl) 2,4-diethyl (2S)-4-(hydroxymethyl)pyrrolidine-1,2,4-tricarboxylate